C1(=CC=CC=C1)NC(C(=O)NC1=CC=CC=C1)=O N,N'-diphenylethanediamide